((1s,3s)-3-Hydroxy-3-methylcyclobutyl)(6-((2-methyl-1H-pyrrolo[2,3-b]pyridin-1-yl)methyl)-2-azaspiro[3.3]heptan-2-yl)methanon OC1(CC(C1)C(=O)N1CC2(C1)CC(C2)CN2C(=CC=1C2=NC=CC1)C)C